C(C)(C)(C)OC(=O)N1C[C@@H](N(CCC1)C1=NC=CC(=N1)/C(/N)=N/O)C (3S)-4-{4-[(Z)-N'-hydroxycarbamimidoyl]pyrimidin-2-yl}-3-methyl-1,4-diazacycloheptane-1-carboxylic acid tert-butyl ester